4-ethyl-1,2,3,4-tetrahydro-5H-benzo[e][1,4]diazepin-5-one C(C)N1CCNC2=C(C1=O)C=CC=C2